1-(3-bromophenyl)vinylboronic acid pinacol ester BrC=1C=C(C=CC1)C(=C)B1OC(C)(C)C(C)(C)O1